n-nonyl-decaethylene glycol C(CCCCCCCC)C(COCCOCCOCCOCCOCCOCCOCCOCCOCCO)O